C(CCCCCC(C)C)(=O)OCC(COC(CCCCCC(C)C)=O)(COC(CCCCCC(C)C)=O)COC(CCCCCC(C)C)=O pentaerythritol tetraisononanoate